N-(1H-indol-3-yl)-6-(thiophen-3-yl)-3,4-dihydroisoquinoline-2(1H)-carboxamide N1C=C(C2=CC=CC=C12)NC(=O)N1CC2=CC=C(C=C2CC1)C1=CSC=C1